tert-butyl ((5-(4-(1-((5-(4-fluorophenoxy)pyridin-2-yl)amino)-1-oxopropan-2-yl)-2,2-dimethylpiperazine-1-carbonyl)-2-methoxypyridin-3-yl)methyl)carbamate FC1=CC=C(OC=2C=CC(=NC2)NC(C(C)N2CC(N(CC2)C(=O)C=2C=C(C(=NC2)OC)CNC(OC(C)(C)C)=O)(C)C)=O)C=C1